C[C@](N)([C@@H](C)CC)C(=O)O D-α-methylisoleucine